O[C@@H]1CN(CCN(C1)C(=O)OC(C)(C)C)C(C(C)(C)C)C tert-butyl (6R)-6-hydroxy-4-(1,2,2-trimethylpropyl)-1,4-diazepane-1-carboxylate